(S)-2-((5s,8r)-2,5-dimethyl-6,7,8,9-tetrahydro-5H-cyclohepta[b]pyridin-8-yl)propane-1,2-diol CC1=CC=C2C(=N1)C[C@@H](CC[C@@H]2C)[C@](CO)(C)O